FC1=C(C(=C(C(=C1F)F)OP(O)(O)=O)F)F 4-fluoro-2,3,5,6-tetrafluorophenylphosphoric acid